Tert-butyl (3R,4S)-4-((4-(6,6-dimethyl-4-oxo-5,6-dihydro-4H-thieno[2,3-c]pyrrol-2-yl)-5-(trifluoromethyl)pyrimidin-2-yl)amino)-3-methylpiperidine-1-carboxylate CC1(NC(C2=C1SC(=C2)C2=NC(=NC=C2C(F)(F)F)N[C@@H]2[C@@H](CN(CC2)C(=O)OC(C)(C)C)C)=O)C